N-(4-formylcyclohexyl)carbamic acid tert-butyl ester C(C)(C)(C)OC(NC1CCC(CC1)C=O)=O